1-[3-fluoro-5-(fluoromethoxy)pyridin-4-yl]ethane-1-one FC=1C=NC=C(C1C(C)=O)OCF